C(C)(C)(C)OC(=O)N/C(=N\C(OC(C)(C)C)=O)/SC tert-butyl N-[(1E)-{[(tert-butoxy) carbonyl]amino}(methylsulfanyl)methylidene]carbamate